C(C1=CC=CC=C1)/C(/C(=O)[O-])=C/C(=O)[O-].C(C1=CC=CC=C1)/C(/C(=O)[O-])=C/C(=O)[O-].C(CCCCCCC)[Sn+4]CCCCCCCC di-n-octyltin bis(benzylmaleate)